N-3-(dimethylamino)propylpiperazine CN(CCCN1CCNCC1)C